OC(CCCCCCCC(=O)O)\C=C\C(C(C\C=C/CC)O)O (10E,15Z)-9,12,13-trihydroxyoctadeca-10,15-dienoic acid